4-{5-[(1-{[3-fluoro-4-(propan-2-yl)phenyl]carbamoyl}-D-prolyl)amino]pyridin-2-yl}benzoic acid FC=1C=C(C=CC1C(C)C)NC(=O)N1[C@H](CCC1)C(=O)NC=1C=CC(=NC1)C1=CC=C(C(=O)O)C=C1